N-(4-(5-((S)-4-((1R,5S)-2-azabicyclo[3.1.0]hexane-2-carbonyl)cyclohex-1-en-1-yl)-4-amino-7-methyl-7H-pyrrolo[2,3-d]pyrimidin-6-yl)phenyl)methacrylamide [C@@H]12N(CC[C@H]2C1)C(=O)[C@@H]1CC=C(CC1)C1=C(N(C=2N=CN=C(C21)N)C)C2=CC=C(C=C2)NC(C(=C)C)=O